ClC1=C(C=CC=C1)C1=C(C=CC=C1)C1=CC=C2C(N(C(NC2=C1)=O)C1=CN=CC2=CC=CC=C12)=O 7-(2'-chloro-[1,1'-biphenyl]-2-yl)-3-(isoquinolin-4-yl)quinazoline-2,4(1H,3H)-dione